2-(2,6-dioxopiperidin-3-yl)-4-[(3S)-piperidin-3-ylmethoxy]isoindole-1,3-dione hydrochloride Cl.O=C1NC(CCC1N1C(C2=CC=CC(=C2C1=O)OC[C@@H]1CNCCC1)=O)=O